C(N)(OCC1C=CC=2C=C3C(=CC12)C=CC=C3)=O benzo[f]Inden-3-ylmethyl carbamate